Tert-butyl (R)-(1-(benzo[d][1,3]dioxol-5-yl-2,2-d2)-1-oxopropan-2-yl)(methyl-d3)carbamate O1C(OC2=C1C=CC(=C2)C([C@@H](C)N(C(OC(C)(C)C)=O)C([2H])([2H])[2H])=O)([2H])[2H]